OC1CCN(CC1)C=1C=C(C(=O)NC=2C=CC(=C(C2)N2OC(=CC2)C)C)C=C(C1)C(F)(F)F N-(5-(3-(4-Hydroxypiperidin-1-yl)-5-(trifluoromethyl)benzamido)-2-methylphenyl)-5-methylisoxazole